ClC1=C(CNC(C(C)C)=O)C=CC(=C1C=1NC(C=C(N1)C=1C=NC(=CC1)OCCOCCC)=O)F N-(2-chloro-4-fluoro-3-{6-oxo-4-[6-(2-propoxyethoxy)pyridin-3-yl]-1,6-dihydropyrimidin-2-yl}benzyl)isobutyramide